4-(4-(4-chlorophenyl)-3-(trifluoromethyl)isoxazol-5-yl)benzene-1,3-diol tert-butyl-(R)-3-(2-((7-bromo-6-chloro-4-oxo-3,4-dihydroquinazolin-5-yl)oxy)ethyl)piperazine-1-carboxylate C(C)(C)(C)[C@H]1N(CCNC1CCOC1=C2C(NC=NC2=CC(=C1Cl)Br)=O)C(=O)O.ClC1=CC=C(C=C1)C=1C(=NOC1C1=C(C=C(C=C1)O)O)C(F)(F)F